3-((8-(4-(trifluoromethyl)phenyl)pyrido[3,4-b]pyrazin-5-yl)amino)tetrahydro-2H-thiopyran 1,1-dioxide FC(C1=CC=C(C=C1)C1=CN=C(C2=NC=CN=C21)NC2CS(CCC2)(=O)=O)(F)F